2-amino-6-phenyl-4-(4'-(trifluoromethyl)-[1,1'-biphenyl]-3-yl)pyridine-3,5-dinitrile NC1=NC(=C(C(=C1C#N)C=1C=C(C=CC1)C1=CC=C(C=C1)C(F)(F)F)C#N)C1=CC=CC=C1